O1COCC2=C1C=CC=C2C(=O)N benzo[d][1,3]dioxine-5-carboxamide